BrC=1C=C(C=C(C1)Br)C(C)NC(C1=C(C=CC(=C1)CNS(=O)(=O)C)C)=O N-(1-(3,5-dibromophenyl)ethyl)-2-methyl-5-(methylsulfonamidomethyl)benzamide